1,4-bis(4-carboxyphenoxyphenyl)benzene C(=O)(O)C1=CC=C(OC2=C(C=CC=C2)C2=CC=C(C=C2)C2=C(C=CC=C2)OC2=CC=C(C=C2)C(=O)O)C=C1